C(C)(C)(C)NC(=O)NC1=C(C=C(C(=C1)OC)F)C#N 1-(tert-butyl)-3-(2-cyano-4-fluoro-5-methoxyphenyl)urea